N-[(3,3-difluorocyclobutyl)methyl]-8-fluoro-6-hydroxy-7-(1,1,4-trioxo-1λ6,2,5-thiadiazolidin-2-yl)-3,4-dihydroisoquinoline-2(1H)-carboxamide FC1(CC(C1)CNC(=O)N1CC2=C(C(=C(C=C2CC1)O)N1S(NC(C1)=O)(=O)=O)F)F